C(C)C=1C(NC=2C=C(C=NC2C1)CNC12CCC(CC1)(CC2)NC=2C=CC(=NC2C)C(=O)NC)=O 5-((4-(((7-ethyl-6-oxo-5,6-dihydro-1,5-naphthyridin-3-yl)methyl)amino)bicyclo[2.2.2]octan-1-yl)amino)-N,6-dimethylpicolinamide